7-((oxetan-3-ylamino)methyl)-1,2,3,4-tetrahydroisoquinoline O1CC(C1)NCC1=CC=C2CCNCC2=C1